ethyl 1-amino-3,5-dimethyl-1H-pyrrole-2-carboxylate NN1C(=C(C=C1C)C)C(=O)OCC